CC1CCC(CN1C=1C=NN(C1)CC1(COC(OC1)C1=CC=CC=C1)C)C(=O)NN 6-methyl-1-(1-((5-methyl-2-phenyl-1,3-dioxan-5-yl)methyl)-1H-pyrazol-4-yl)piperidine-3-carbohydrazide